C1(=CC=CC=C1)[Se]C(C(=O)C=1SC=CC1)[Se]C1=CC=CC=C1 2,2-Bis(phenylselanyl)-1-(thiophen-2-yl)ethan-1-one